6-(1-((tert-butoxycarbonyl)amino)cyclohexyl)-2-ethoxynicotinic acid C(C)(C)(C)OC(=O)NC1(CCCCC1)C1=NC(=C(C(=O)O)C=C1)OCC